C(C)OC(C)=O acetic acid ethyl ester